2-(N,N-diethylamino)diazenol-2-oxide C(C)N(CC)[N+](=NO)[O-]